(2-(5-norbornen-2-yl)ethyl)trisiloxane C12C(CC(C=C1)C2)CC[SiH2]O[SiH2]O[SiH3]